1-(4-(1-cyclohexyl-1H-tetrazol-5-yl)butyl)-6-[4-(1-cyclohexyl-1H-tetrazol-5-yl)butoxy]-3,4-dihydro-2(1H)-quinolone C1(CCCCC1)N1N=NN=C1CCCCN1C(CCC2=CC(=CC=C12)OCCCCC1=NN=NN1C1CCCCC1)=O